OC=1C=CC2=C(C(=CS2)C(=O)[O-])C1 5-hydroxybenzothiophene-3-carboxylate